N1=CC=CC2=CC=C(C=C12)B(O)O 7-quinolylboronic acid